ClC=1C=C(C=2N(N1)C(=CN2)C(=O)OCC)Cl ethyl 6,8-dichloroimidazo[1,2-b]pyridazine-3-carboxylate